4-(4-hydroxyphenyl)-4-aza-10-oxo-tricyclo[5.2.1.02,6]-8-decen-3-one OC1=CC=C(C=C1)N1C(C2C3C=CC(C2C1)C3=O)=O